1-phenyl-3,5-bis(4-tert-butyl-phenyl)-pyrazoline C1(=CC=CC=C1)N1NC(=CC1C1=CC=C(C=C1)C(C)(C)C)C1=CC=C(C=C1)C(C)(C)C